1,2-bis(β-cyclopropylpropyl)ethane C1(CC1)C(CCCCC(C)C1CC1)C